(2S)-2-amino-3-(4-methoxyphenyl)propanoic acid N[C@H](C(=O)O)CC1=CC=C(C=C1)OC